4-(2-acryloyl-2,3,4,5-tetrahydro-1H-benzo[c]azepin-6-yl)-3,5-difluoro-2-methyl-1H-indole-7-carboxamide C(C=C)(=O)N1CC2=C(CCC1)C(=CC=C2)C2=C1C(=C(NC1=C(C=C2F)C(=O)N)C)F